(S)-N-(5-(4-chlorophenyl)-4-cyclobutyl-1-methyl-1H-pyrazol-3-yl)-2,2-difluorocyclopropane-1-carboxamide ClC1=CC=C(C=C1)C1=C(C(=NN1C)NC(=O)[C@H]1C(C1)(F)F)C1CCC1